4-iodo-2,6-dimethyl-pyridin-3-ol IC1=C(C(=NC(=C1)C)C)O